4'-{3-chloro-4-[(3,5-difluoropyridin-2-yl)methoxy]-6-methyl-2-oxopyridin-1-yl}-3'-fluoro-6-(2-hydroxypropan-2-yl)-5'-methyl-[2,2'-bipyridin]-1-ium-1-olate ClC=1C(N(C(=CC1OCC1=NC=C(C=C1F)F)C)C1=C(C(=NC=C1C)C=1[N+](=C(C=CC1)C(C)(C)O)[O-])F)=O